7-[[3-(3-hydroxy-3-methyl-butyl)-1-methyl-2-oxo-benzoimidazol-5-yl]amino]pyrazolo[1,5-a]pyrimidine-5-carboxylic acid ethyl ester C(C)OC(=O)C1=NC=2N(C(=C1)NC1=CC3=C(N(C(N3CCC(C)(C)O)=O)C)C=C1)N=CC2